FC1=C(OCC(=O)O)C=C(C(=C1)CC1=CC(=C(C=C1)O)C(C)C)C(=C)C 2-(2-fluoro-4-(4-hydroxy-3-isopropylbenzyl)-5-(prop-1-en-2-yl)phenoxy)acetic acid